rac-2-allyl-1-(8-ethyl-8-hydroxy-5,6,7,8-tetrahydroquinolin-2-yl)-6-((4-(4-methylpiperazin-1-yl)phenyl)amino)-1,2-dihydro-3H-pyrazolo[3,4-d]Pyrimidin-3-one C(C=C)N1N(C2=NC(=NC=C2C1=O)NC1=CC=C(C=C1)N1CCN(CC1)C)C1=NC=2[C@@](CCCC2C=C1)(O)CC |r|